3-amino-1-[4-[2-chloro-4-[[3-[1-(2-methoxyethyl)-3-(trifluoromethyl)pyrazol-4-yl]imidazo[1,2-a]pyrazin-8-yl]amino]benzoyl]piperazin-1-yl]propan-1-one NCCC(=O)N1CCN(CC1)C(C1=C(C=C(C=C1)NC=1C=2N(C=CN1)C(=CN2)C=2C(=NN(C2)CCOC)C(F)(F)F)Cl)=O